BrC1=CC(N(C(=C1)C)C)=O 4-bromo-1,6-dimethyl-1,2-dihydropyridin-2-one